methyl 3,5-dibromobenzoate BrC=1C=C(C(=O)OC)C=C(C1)Br